[I-].C(=O)(O)CC[N+]1=C(C(C2=CC=CC=C12)(C)C)\C=C\C=C\C=C\C=C/1\C(C2=C(N1CCCS(=O)(=O)O)SC1=C2C=CC=C1)(CCCS(=O)(=O)O)C 1-(2-carboxyethyl)-3,3-dimethyl-2-((1E,3E,5E,7Z)-7-(3-methyl-1,3-bis(3-sulfopropyl)-1,3-dihydro-2H-benzo[4,5]thieno[2,3-b]pyrrol-2-ylidene)hepta-1,3,5-trien-1-yl)-3H-indol-1-ium iodide